C1(CCCCC1)[C@@H](C=1C=C(C=CC1)N1C(C2=CC(=CC(=C2C1)C(F)(F)F)CNC1(CCC1)C)=O)C1=NN=CN1C (S)-2-(3-(cyclohexyl(4-methyl-4H-1,2,4-triazol-3-yl)methyl)phenyl)-6-(((1-methylcyclobutyl)amino)methyl)-4-(trifluoromethyl)isoindolin-1-one